C1OCC12CN(C2)C2=NC=C(C=N2)NC(=O)N[C@@H](C(F)(F)F)C=2OC1=C(C2C)C=C(C=C1)F (R)-1-(2-(2-oxa-6-azaspiro[3.3]heptan-6-yl)pyrimidin-5-yl)-3-(2,2,2-trifluoro-1-(5-fluoro-3-methylbenzofuran-2-yl)ethyl)urea